tetrapyridyl-phenyl-pyrazine N1=C(C=CC=C1)C=1C(=C(C(=C(C1)C1=NC=CN=C1)C1=NC=CC=C1)C1=NC=CC=C1)C1=NC=CC=C1